2-Fluoro-N-(2-fluoro-5-(5-(furan-2-yl)-1,3,4-thiadiazol-2-yl)phenyl)benzamide FC1=C(C(=O)NC2=C(C=CC(=C2)C=2SC(=NN2)C=2OC=CC2)F)C=CC=C1